N12CC(C(CC1)CC2)=O 1-azabicyclo[2.2.2]Octan-3-one